CC1(CC=NO1)C1=CC=CC=C1 5-methyl-5-phenyl-4,5-dihydroisoxazole